BrC=1C=CC2=C(N(C(=N2)COCC)C)C1 6-bromo-2-(ethoxymethyl)-1-methyl-1H-benzo[d]imidazole